1-(4-(4-(benzyloxy)phenyl)pyrimidin-2-yl)-2-diazoethane-1-one C(C1=CC=CC=C1)OC1=CC=C(C=C1)C1=NC(=NC=C1)C(C=[N+]=[N-])=O